Cl.COC1=C(C=C(C(=C1)I)OC)C[C@@H](C)N |r| (±)-1-(2,5-dimethoxy-4-iodophenyl)-2-aminopropane hydrochloride